[1,4'-Bipiperidine]-1'-yl-(4-((5-chloro-4-(1-isopropyl-1H-pyrazol-4-yl)pyrimidin-2-yl)amino)-3-methoxyphenyl)methanone N1(CCCCC1)C1CCN(CC1)C(=O)C1=CC(=C(C=C1)NC1=NC=C(C(=N1)C=1C=NN(C1)C(C)C)Cl)OC